(S)-3-(5-(((3S,4S)-1-((8-fluoro-2-(4-hydroxypiperidin-1-yl)quinolin-6-yl)methyl)-4-(methoxymethyl)pyrrolidin-3-yl)oxy)-1-oxoisoindolin-2-yl)piperidine-2,6-dione FC=1C=C(C=C2C=CC(=NC12)N1CCC(CC1)O)CN1C[C@H]([C@@H](C1)COC)OC=1C=C2CN(C(C2=CC1)=O)[C@@H]1C(NC(CC1)=O)=O